ClC1=CC=C(C=C1)CCCN1N=NC(=C1)C=1C(=C(C(=NC1)C(=O)NCC(=O)OCC)O)C ethyl (5-(1-(3-(4-chlorophenyl)propyl)-1H-1,2,3-triazol-4-yl)-3-hydroxy-4-methylpicolinoyl)glycinate